butyl 4-fluoro-2-(hydroxymethyl)pyrrolidine-1-carboxylate FC1CC(N(C1)C(=O)OCCCC)CO